NC1=C(C=2CN(C(CC2S1)C)C(=O)OC(C)(C)C)C#N tert-butyl 2-amino-3-cyano-6-methyl-6,7-dihydrothieno[3,2-c]pyridine-5(4H)-carboxylate